(E)-3-[(2R,3R)-2-(Hydroxymethyl)-3-[3-methoxy-4-(methoxymethoxy)phenyl]-2,3-dihydro-1,4-benzodioxin-6-yl]-1-[2,4,6-tris(methoxymethoxy)phenyl]prop-2-en-1-one OC[C@@H]1[C@H](OC2=C(O1)C=CC(=C2)/C=C/C(=O)C2=C(C=C(C=C2OCOC)OCOC)OCOC)C2=CC(=C(C=C2)OCOC)OC